C(=O)([O-])OC(=O)[O-].[Th+4].C(=O)([O-])OC(=O)[O-] thorium dicarbonate